1,1,1,3,5,5,5-heptafluoro-2,4-pentandion FC(C(C(C(C(F)(F)F)=O)F)=O)(F)F